2-phenylacetylimidazole C1(=CC=CC=C1)CC(=O)C=1NC=CN1